FC1=C(CN2C3=C(OCC2=O)C=CC(=C3)C(=O)NO)C=CC=C1 4-(2-fluorobenzyl)-N-hydroxy-3-oxo-3,4-dihydro-2H-benzo[b][1,4]oxazine-6-carboxamide